1-benzoyl-3,3-difluoropyrrolidin-2-one C(C1=CC=CC=C1)(=O)N1C(C(CC1)(F)F)=O